3-{[(4-cyanophenyl)carbamoyl]amino}-3-({1-[(dicyclopropylmethyl)carbamoyl]ethyl}carbamoyl)propanoic acid C(#N)C1=CC=C(C=C1)NC(=O)NC(CC(=O)O)C(NC(C)C(NC(C1CC1)C1CC1)=O)=O